C(#N)C=1C=NN2C1C(=CC(=C2)C=2C=NN(C2C)[C@H]2CN(CC2)C(=O)OC(C)(C)C)OC tert-butyl (3R)-3-(4-[3-cyano-4-methoxypyrazolo[1,5-a]pyridine-6-yl]-5-methylpyrazol-1-yl)pyrrolidine-1-carboxylate